[C-]1(C=CC=C1)[Co].[CH-]1C=CC=C1.[Fe+2] ferrocenyl-cobalt